CC1OCCN(C1)C=1OC2=C(N1)C=CC(=C2)N 2-(2-methylmorpholino)benzo[d]oxazol-6-amine